C(C1=CC=CC=C1)N1CCN(C(CC1)CNC(OC(C)(C)C)=O)CC1=CC=CC=C1 tert-butyl ((1,4-dibenzyl-1,4-diazepan-5-yl)methyl)carbamate